ClC1=C(C=NC(=C1)Cl)C(C)N1N=C(C2=NC=C(N=C21)N2CC(C2)C=2OC=CN(C2)CCO)C(F)(F)F 2-[2-(1-{1-[1-(4,6-dichloropyridin-3-yl)ethyl]-3-(trifluoromethyl)pyrazolo[4,3-b]pyrazin-6-yl}azetidin-3-yl)-1,4-oxazin-4-yl]ethan-1-ol